N[C@@H]1CN(CCC1)CC=1C=C(C=C(C1)N1C=NC(=C1)C)NC(=O)C1=CC=C(C=C1)C1=CC=CC=C1 (S)-N-(3-((3-aminopiperidin-1-yl)methyl)-5-(4-methyl-1H-imidazol-1-yl)phenyl)-[1,1'-biphenyl]-4-carboxamide